CN1C=2N(C=CC1=O)C(C(=C(N2)C(F)(F)F)C=2C=NN(C2)CC(C(F)(F)F)(F)F)=O 1-methyl-7-[1-(2,2,3,3,3-pentafluoropropyl)-1H-pyrazol-4-yl]-8-(trifluoromethyl)-1H,2H,6H-[1,3]diazino[1,2-a]pyrimidine-2,6-dione